C(C)OC(=O)[C@@H]1N([C@H]1C1COC1)C(C1=CC=CC=C1)C1=CC=CC=C1 (2R,3S)-1-Diphenylmethyl-3-(oxetan-3-yl)aziridine-2-carboxylic acid ethyl ester